NC=1C(=C(C(=NC1C1=C2C=NNC2=CC=C1C)C=1C(=NC=CC1)NC(C(C)(C)C)=O)F)C(=O)N 5-amino-3-fluoro-6-(5-methyl-1H-indazol-4-yl)-2'-pivalamido-[2,3'-bipyridine]-4-carboxamide